BrC1=C2NC=C(C[C@H](N)C(=O)O)C2=CC=C1 L-7-bromotryptophan